P(=O)(=O)C(C(=O)O)CCCCCCCCCC\C=C/CCCCCCCC Phosphoerucic Acid